BrC=1C=C(C=CC1)C1CC(N(CC1)CCN)(CCN)CCN 4-(3-bromophenyl)piperidinetriethylamine